ClC1=C2C=C(N(C2=NC=C1)COC)C=O 4-chloro-1-(methoxymethyl)-7-azaindole-2-carbaldehyde